C(C)OC(=O)C1=C[C@H]([C@@H]2[C@H](C1)O2)OC(CC)CC (3R,4S,5S)-4,5-epoxy-3-(1-ethylpropoxy)-1-cyclohexene-1-carboxylic acid ethyl ester